COC(=O)C1CCN(CC1)C(=O)OCC1CC1 piperidine-1,4-dicarboxylic acid 1-cyclopropylmethyl 4-methyl ester